2-(4-cyclopropyl-6-methoxypyrimidin-5-yl)-7-(4-(5-methyl-3-(trifluoromethyl)-1H-pyrazol-1-yl)benzyl)thieno[3,2-d]pyrimidine C1(CC1)C1=NC=NC(=C1C=1N=CC2=C(N1)C(=CS2)CC2=CC=C(C=C2)N2N=C(C=C2C)C(F)(F)F)OC